ClC1=CC=C(C=C1)[C@@]1(N(C(C2=CC(=CC(=C12)F)C(C)(C1CCN(CC1)C(CO)=O)O)=O)CC1=NC=C(C=C1)Cl)OC (3R)-3-(4-chlorophenyl)-2-[(5-chloropyridin-2-yl)methyl]-4-fluoro-6-{1-hydroxy-1-[1-(2-hydroxyacetyl)piperidin-4-yl]ethyl}-3-methoxy-2,3-dihydro-1H-isoindol-1-one